C(N)(=O)C1(CCN(CC1)C(=O)OC(C)(C)C)N1N=CC=C1 tert-butyl 4-carbamoyl-4-(1H-pyrazol-1-yl)piperidine-1-carboxylate